2-(3-azabicyclo[3.1.1]heptan-1-yl)propan-2-ol C12(CNCC(C1)C2)C(C)(C)O